ClC1=C(C(=O)OC)C=CC=C1C#C methyl 2-chloro-3-ethynylbenzoate